N1=C(C=CC2=CC=CN=C12)CC/C=C/C1=CN=C(N1C)C(CC(=O)OCC)C=1C=NC(=CC1)OC ethyl (E)-3-(5-(4-(1,8-naphthyridin-2-yl)but-1-en-1-yl)-1-methyl-1H-imidazol-2-yl)-3-(6-methoxypyridin-3-yl)propanoate